tert-butyl (2S,5R)-4-(7-(N-(1-cyanocyclopropyl) sulfamoyl)-9H-pyrimido[4,5-b]indol-4-yl)-2,5-dimethylpiperazine-1-carboxylate C(#N)C1(CC1)NS(=O)(=O)C1=CC=C2C3=C(NC2=C1)N=CN=C3N3C[C@@H](N(C[C@H]3C)C(=O)OC(C)(C)C)C